2-[(3R)-3-methyl[1,4'-bipiperidin]-1'-yl]-N-[(4-methylpyridin-2-yl)methyl]-1,3-thiazole-5-carboxamide C[C@H]1CN(CCC1)C1CCN(CC1)C=1SC(=CN1)C(=O)NCC1=NC=CC(=C1)C